6-amino-5'-fluoro-N-{(1S,2S)-2-[(4-{4-[4-(2-hydroxyethyl)piperazin-1-yl]-3,4-dihydro-2H-1-benzopyran-7-yl}phenyl)methoxy]cyclopentyl}[3,3'-bipyridine]-5-carboxamide NC1=C(C=C(C=N1)C=1C=NC=C(C1)F)C(=O)N[C@@H]1[C@H](CCC1)OCC1=CC=C(C=C1)C1=CC2=C(C(CCO2)N2CCN(CC2)CCO)C=C1